F[C@](C)(C(C)C)C=1C=C(C=2C=CC=3N(C2N1)C=C(N3)C=3OC=NN3)C(C(F)(F)F)(F)F 2-{2-[(2R)-2-fluoro-3-methylbutan-2-yl]-4-(1,1,2,2,2-pentafluoroethyl)imidazo[1,2-a]1,8-naphthyridin-8-yl}-1,3,4-oxadiazole